3-cyclopropyl-imidazo[1,5-a]pyridine-7-sulfonamide C1(CC1)C1=NC=C2N1C=CC(=C2)S(=O)(=O)N